2,6-diphenyl-pyran C1(=CC=CC=C1)C1OC(=CC=C1)C1=CC=CC=C1